COC(C1=CC(=C(C=C1)OC(F)F)[N+](=O)[O-])=O 4-(difluoromethoxy)-3-nitro-benzoic acid methyl ester